CC(C=C)(C)O[SiH](C1=CC=CC=C1)C1=CC=CC=C1 (1,1-dimethyl-2-propenyl)oxydiphenylsilane